CC1([C@@H](N2C([C@H]([C@H]2S1)NC([C@@H](C1=CC=CC=C1)NC(=O)N1C(C(N(CC1)CC)=O)=O)=O)=O)C(=O)[O-])C.[Na+] sodium (2S,5R,6R)-3,3-dimethyl-6-[(R)-2-(4-ethyl-2,3-dioxo-1-piperazinecarboxamido)-2-phenylacetamido]-7-oxo-4-thia-1-azabicyclo[3.2.0]heptane-2-carboxylate